(S)-N1-(7-(3-methoxyprop-1-yn-1-yl)-5-methyl-4-oxo-2,3,4,5-tetrahydrobenzo[b][1,4]oxazepin-3-yl)-N2-phenethyloxalamide COCC#CC1=CC2=C(OC[C@@H](C(N2C)=O)NC(C(=O)NCCC2=CC=CC=C2)=O)C=C1